C(C)(=O)ON(CCN(OC(C)=O)OC(C)=O)OC(C)=O.[Pd] palladium ethylenediamine tetraacetate